C(#C)C1=C2C=CC(=CC2=CC=C1)O 5-Ethynylnaphthalen-2-ol